ClC=1C=C2C(=CN=C(C2=CN1)N1CC(CC1)CS(=O)(=O)C)C(C)C 6-chloro-4-isopropyl-1-(3-((methylsulfonyl)methyl)pyrrolidin-1-yl)-2,7-naphthyridine